5-(4-hydroxyphenyl)-2-oxa-5-azaspiro[3.5]nonan-6-one OC1=CC=C(C=C1)N1C2(COC2)CCCC1=O